C1CCC2=CC(=CC=C12)NC(CC1=CC=CC2=CC=CC=C12)=O N-(2,3-Dihydro-1H-inden-5-yl)-2-(naphthalen-1-yl)acetamide